ClC1=C(N2CCCC2=C1C(=O)NC1=CC(=C(C=C1)F)F)C(C(=O)N[C@H]1COC[C@@H]1O)=O 6-chloro-N-(3,4-difluorophenyl)-5-(2-(((3S,4R)-4-hydroxytetrahydrofuran-3-yl)amino)-2-oxoacetyl)-2,3-dihydro-1H-pyrrolizine-7-carboxamide